terephthalic acid hexanediamine salt C(CCCCC)(N)N.C(C1=CC=C(C(=O)O)C=C1)(=O)O